triglycerin octanoate C(CCCCCCC)(=O)O.OCC(O)CO.OCC(O)CO.OCC(O)CO